CC1(OB(OC1(C)C)B1OC(C(O1)(C)C)(C)C)C 4,4,5,5-tetramethyl-2-(4,4,5,5-tetramethyl-1,3,2-dioxaborolan-2-yl)1,3,2-dioxaborolane